ClC1=CC=CC2=C1OC1=C2C=2C=CC=CC2C=C1 8-chlorobenzo[b]naphtho[1,2-d]furan